N12CCN(C(CC1)CC2)C(=O)N2N=C(C1=C2CCC1)C1=CC=C(C=C1)F 1,4-diazabicyclo[3.2.2]nonan-4-yl-[3-(4-fluorophenyl)-5,6-dihydro-4H-cyclopenta[c]pyrazol-1-yl]methanone